FC(CC1=[N+](C=CC=C1)[O-])(F)F 2-(2,2,2-trifluoroethyl)pyridine 1-oxide